FC(C=1C(=C(C=CC1)[C@@H](C)NC(=O)C=1C=C(C=C2C=NNC12)C1CCN(CC1)C(=O)OC(C)(C)C)F)F tert-butyl 4-[7-[[(1R)-1-[3-(difluoromethyl)-2-fluoro-phenyl]ethyl]carbamoyl]-1H-indazol-5-yl]piperidine-1-carboxylate